C12=CCCCCC[C@H]2C1 (1R,8S,9S)-bicyclo[6.1.0]nonene